CN1C(CCC1)C=1N=C2N(C=C(C=C2)NC(C2=CC=C(C=C2)CN2N=CC=C2)=O)C1 N-[2-(1-methylpyrrolidin-2-yl)imidazo[1,2-a]pyridin-6-yl]-4-[(1H-pyrazol-1-yl)methyl]benzamide